tert-butyl ((2R)-3-(2-(N,N-bis(4-methoxybenzyl)sulfamoyl)-4-(2-(hydroxymethyl)morpholino)-3-(2-(4-methoxybenzyl)-2H-tetrazol-5-yl)phenylsulfonamido)-2-hydroxypropyl)carbamate COC1=CC=C(CN(S(=O)(=O)C2=C(C=CC(=C2C=2N=NN(N2)CC2=CC=C(C=C2)OC)N2CC(OCC2)CO)S(=O)(=O)NC[C@@H](CNC(OC(C)(C)C)=O)O)CC2=CC=C(C=C2)OC)C=C1